5-[[(1r,4r)-2,2-Dimethyl-4-(methylamino)cyclohexyl]amino]-1,3-benzothiazole-2-carbonitrile CC1([C@@H](CC[C@H](C1)NC)NC=1C=CC2=C(N=C(S2)C#N)C1)C